OC(CC[C@H](N)C(=O)O)CN δ-hydroxylysine